Trans-2-((4-(5-ethyl-4-(4-fluorophenyl)-4H-1,2,4-triazol-3-yl)cyclohexyl)oxy)pyridine C(C)C=1N(C(=NN1)[C@@H]1CC[C@H](CC1)OC1=NC=CC=C1)C1=CC=C(C=C1)F